ClC=1C=C2C(=C(C(N(C2=NC1Cl)C=1C(=NC=CC1C)C(C)C)=O)C#N)N1C[C@H](N(CC1)C(=O)OC(C)(C)C)C (R)-tert-butyl 4-(6,7-dichloro-3-cyano-1-(2-isopropyl-4-methylpyridin-3-yl)-2-oxo-1,2-dihydro-1,8-naphthyridin-4-yl)-2-methylpiperazine-1-carboxylate